C(C)(C)(C)C=1C=C(C=C(C1O)C(C)(C)C)CCC(=O)OCC(COC(CCC1=CC(=C(C(=C1)C(C)(C)C)O)C(C)(C)C)=O)(COC(CCC1=CC(=C(C(=C1)C(C)(C)C)O)C(C)(C)C)=O)CO pentaerythritol tris[beta-(3,5-di-tert-butyl-4-hydroxyphenyl) propionate]